(Z,Z)-9,12-tetradecadien-1-ol C(CCCCCCC\C=C/C\C=C/C)O